1-[(2R,3R,4S,5R)-4-benzyloxy-5-[[tert-butyl-(diphenyl)silyl]oxymethyl]-3-phenoxycarbothioyloxy-5-vinyl-tetrahydrofuran-2-yl]-5-fluoro-pyrimidine-2,4-dione C(C1=CC=CC=C1)O[C@H]1[C@H]([C@@H](O[C@]1(C=C)CO[Si](C1=CC=CC=C1)(C1=CC=CC=C1)C(C)(C)C)N1C(NC(C(=C1)F)=O)=O)OC(=S)OC1=CC=CC=C1